C(#N)C1=C(C=C(C=C1)NC(C(C)(C)N1N=CC(=C1)C#CC1CN(C1)C=1C=C2C(N(C(C2=CC1)=O)C1C(NC(CC1)=O)=O)=O)=O)N1CCCC1 N-(4-cyano-3-(pyrrolidin-1-yl)phenyl)-2-(4-((1-(2-(2,6-dioxopiperidin-3-yl)-1,3-dioxoisoindolin-5-yl)azetidin-3-yl)ethynyl)-1H-pyrazol-1-yl)-2-methylpropanamide